(5-fluoro-1H-indazol-4-yl)boronic acid FC=1C(=C2C=NNC2=CC1)B(O)O